N,N,N',N',N'',N''-hexa(biphenyl-4-yl)-7,7-dimethyl-7H-benzo[e]naphtho(1,8-bc)siline-2,5,9-triamine C1(=CC=C(C=C1)N(C=1C=C2C=C(C=C3[Si](C4=C(C(=C32)C1)C=CC(=C4)N(C4=CC=C(C=C4)C4=CC=CC=C4)C4=CC=C(C=C4)C4=CC=CC=C4)(C)C)N(C4=CC=C(C=C4)C4=CC=CC=C4)C4=CC=C(C=C4)C4=CC=CC=C4)C4=CC=C(C=C4)C4=CC=CC=C4)C4=CC=CC=C4